4-((((trans)-4-(3,5-dichlorophenyl)cyclohexyl)oxy)methyl)-1H-1,2,3-triazole-5-carboxylic acid ClC=1C=C(C=C(C1)Cl)[C@@H]1CC[C@H](CC1)OCC=1N=NNC1C(=O)O